4-(aminomethyl)-6-(5-cyclopropylpyridin-3-yl)phthalazin-1(2H)-one NCC1=NNC(C2=CC=C(C=C12)C=1C=NC=C(C1)C1CC1)=O